COC(C=CC(CCC)=CC1=CC=CC=C1)=O 4-benzylidenehept-2-enoic acid methyl ester